C(#N)C1=C(C=C(C=C1)NC(N(CC1=NNC(=C1)C(F)(F)F)C=1C=NC(=NC1)OC)=O)C(F)F 3-(4-Cyano-3-(difluoromethyl)phenyl)-1-(2-methoxypyrimidin-5-yl)-1-((5-(trifluoromethyl)-1H-pyrazol-3-yl)methyl)urea